(R)-N-(amino(2-(2-hydroxypropan-2-yl)thiazol-5-yl)(oxo)-λ6-sulfaneylidene)-2-(4,6-diisopropyl-1,3-dihydro-isobenzofuran-5-yl)acetamide N[S@](=NC(CC=1C(=C2COCC2=CC1C(C)C)C(C)C)=O)(=O)C1=CN=C(S1)C(C)(C)O